C1(=CC=CC=C1)P=O Phenyl-phosphorus oxide